5-[(4R,10bS)-9-fluoro-4-methyl-8-(9-oxa-3,7-diazabicyclo[3.3.1]nonan-3-yl)-3,4,6,10b-tetrahydro-1H-pyrazino[2,1-a]isoindol-2-yl]quinoline-8-carbonitrile FC1=C(C=C2CN3[C@@H](C2=C1)CN(C[C@H]3C)C3=C1C=CC=NC1=C(C=C3)C#N)N3CC1CNCC(C3)O1